C1(CCCCCC1)C(=O)OC(CSCCCCCC(CCCCCSCC(CCCCCC)OC(=O)C1CCCCCC1)=O)CCCCCC ((6-oxoundecane-1,11-diyl)bis(sulfanediyl))bis(octane-1,2-diyl) dicycloheptane-carboxylate